COC1CC2=C(NC(=N2)OC(C2=C(C=C(C=C2)C)C)=O)C1.N1N=NC2=C1C=CC(=C2)CN2C(C1=CC=CC=C1C2CC2=NN(C=C2Cl)C)=O 2-((1H-benzo[d][1,2,3]triazol-5-yl)methyl)-3-((4-chloro-1-methyl-1H-pyrazol-3-yl)methyl)isoindolin-1-one 5-methoxy-1,4,5,6-tetrahydrocyclopenta[d]imidazol-2-yl-2,4-dimethylbenzoate